(4-(methoxy(methyl)carbamoyl)pyridin-2-yl)carbamic acid tert-butyl ester C(C)(C)(C)OC(NC1=NC=CC(=C1)C(N(C)OC)=O)=O